(tert-butoxycarbonyl)[((tert-butoxycarbonyl)amino)amino]-3-(hydroxymethyl)cyclobutane-1-carboxylate C(C)(C)(C)OC(=O)C1C(CC1CO)(C(=O)[O-])NNC(=O)OC(C)(C)C